C(C)OC(=O)C1=C(N=C(S1)NC1=NC(=CC(=N1)N1CCC(CC1)N(C)C)NCC1=CC=C(C=C1)S(=O)(=O)C)C 2-[[4-(4-dimethylamino-1-piperidinyl)-6-[[[4-(methylsulfonyl)phenyl]methyl]amino]-2-pyrimidinyl]amino]-4-methyl-5-thiazolecarboxylic acid ethyl ester